5-iodo-7-(piperidin-4-yl)-7H-pyrrolo[2,3-d]pyrimidin-4-amine HCl Cl.IC1=CN(C=2N=CN=C(C21)N)C2CCNCC2